[Cl-].[Mn+3].S(=O)(=O)(O)C1=CC=C(C=C1)C=1C2=CC=C(N2)C(=C2C=CC(C(=C3C=CC(=C(C=4C=CC1N4)C4=CC=C(C=C4)S(=O)(=O)O)N3)C3=CC=C(C=C3)S(=O)(=O)O)=N2)C2=CC=C(C=C2)S(=O)(=O)O.[Cl-].[Cl-] 5,10,15,20-tetrakis(4-sulfophenyl)-21H,23H-porphyrin manganese (III) chloride